FC=1C=CC(=C(C1)CC(=O)OC(C)(C)C)NC(C1=CC(=C(C=C1)N1CCCCC1)NC(=O)C1=NN(C2=CC=CC=C12)CCOS(=O)(=O)C)=O Tert-butyl 2-(5-fluoro-2-(3-(1-(2-((methylsulfonyl)oxy)ethyl)-1H-indazole-3-carboxamido)-4-(piperidin-1-yl)benzamido)phenyl)acetate